C(=O)[O-].FC(C1=CC=C(C=C1)C(C)C1C[NH2+]C1)(F)F 3-(1-(4-(trifluoromethyl)phenyl)ethyl)azetidinium formate salt